N-({1-[4-(3-fluorophenoxy)-6-(trifluoromethyl)pyrimidin-2-yl]-3-hydroxypyrrolidin-3-yl}methyl)azetidine-3-carboxamide FC=1C=C(OC2=NC(=NC(=C2)C(F)(F)F)N2CC(CC2)(O)CNC(=O)C2CNC2)C=CC1